C1(C=2C(C(N1C(C(=O)OO)CCCC)=O)=CC=CC2)=O E-phthalimidoperoxycaproic acid